(R,E)-2-Methyl-N-((1-((2-(trimethylsilyl)ethoxy)methyl)-1H-imidazo[4,5-b]pyridin-5-yl)methylene)propane-2-sulfinamide CC(C)(C)[S@@](=O)/N=C/C1=CC=C2C(=N1)N=CN2COCC[Si](C)(C)C